ClC1=CC2=C(C(=CO2)S(=O)(=O)NC2=C(C=C(C(=C2)F)Cl)F)C=C1 6-chloro-N-(4-chloro-2,5-difluorophenyl)-1-benzofuran-3-sulfonamide